2-amino-4-(pentan-2-ylamino)-6-(4-(pyrrolidin-1-ylmethyl)benzyl)pyrido[4,3-d]pyrimidin-5(6H)-one NC=1N=C(C2=C(N1)C=CN(C2=O)CC2=CC=C(C=C2)CN2CCCC2)NC(C)CCC